FC(C=1C=CC(=NC1)CCCC(=O)O)(F)F 4-(5-(trifluoromethyl)pyridin-2-yl)butanoic acid